6-(3-(3-((1-(3,4-difluorophenyl)cyclopropyl)amino)propanoyl)-3,6-diazabicyclo[3.1.1]heptan-6-yl)nicotinonitrile FC=1C=C(C=CC1F)C1(CC1)NCCC(=O)N1CC2N(C(C1)C2)C2=NC=C(C#N)C=C2